N-((6-cyclopropyl-8-(4-methylpiperazin-1-yl)imidazo[1,2-a]pyridin-2-yl)methyl)-6-(methoxyamino)pyridazin-4-amine C1(CC1)C=1C=C(C=2N(C1)C=C(N2)CNC2=CN=NC(=C2)NOC)N2CCN(CC2)C